NC1C(CC(OC1C(C(CO)O)O)C(=O)O)O 5-amino-4-hydroxy-6-(1,2,3-trihydroxypropyl)oxane-2-carboxylic acid